selenium chloride hydrate O.[Se](Cl)Cl